ClC1=CC=C2C=CC=CC2=C1F 7-chloro-8-fluoro-naphthalen